C(C1=CC=CC=C1)(C1=CC=CC=C1)=NC1=C(C=NC(=C1F)Cl)NC(OC(C)(C)C)=O tert-Butyl N-[4-(benzhydrylideneamino)-6-chloro-5-fluoropyridin-3-yl]carbamate